(3R)-1-(2-(3-cyano-1H-pyrazol-1-yl)-4-(4-fluorophenyl)cyclopentyl)piperidin-3-ylcarbamic acid tert-butyl ester C(C)(C)(C)OC(N[C@H]1CN(CCC1)C1C(CC(C1)C1=CC=C(C=C1)F)N1N=C(C=C1)C#N)=O